methyl 4-chloro-2-formyl-1-methyl-1H-imidazole-5-carboxylate ClC=1N=C(N(C1C(=O)OC)C)C=O